6-{3-[4-(N-methylcarbamoyl)-5-fluoro-2-anisidino]-1-propynyl}-1-(2,2,2-trifluoroethyl)-1H-1,3-benzimidazole-4-carboxamide CNC(=O)C=1C=C(C(OC)=CC1F)NCC#CC=1C=C(C2=C(N(C=N2)CC(F)(F)F)C1)C(=O)N